(S)-(3-((3-dihydroxyboryl-4-fluorobenzyl)(5,6-diamino-6-oxohexyl)carbamoyl)-5-nitrophenyl)boronic acid OB(C=1C=C(CN(C(=O)C=2C=C(C=C(C2)[N+](=O)[O-])B(O)O)CCCC[C@@H](C(=O)N)N)C=CC1F)O